CC1(OC2(CCN(CC2)C(=O)OC(C)(C)C)C=2C1=NC=CC2)C Tert-Butyl 7,7-dimethyl-7H-spiro[furo[3,4-b]pyridine-5,4'-piperidine]-1'-carboxylate